(S)-1-((S)-3-(4-(5-(2,3-dihydro-1H-inden-4-yl)-6-methoxy-1H-pyrazolo[4,3-b]pyridin-3-yl)-1H-pyrazol-1-yl)pyrrolidin-1-yl)-2-hydroxypropan-1-one C1CCC2=C(C=CC=C12)C1=C(C=C2C(=N1)C(=NN2)C=2C=NN(C2)[C@@H]2CN(CC2)C([C@H](C)O)=O)OC